tert-butyl (S)-9-bromo-11-fluoro-10-nitro-12-oxo-1,2,4,4a,5,6-hexahydro-3H,12H-benzo[b]pyrazino[1,2-e][1,5]oxazocine-3-carboxylate BrC=1C(=C(C2=C(OCC[C@@H]3N(C2=O)CCN(C3)C(=O)OC(C)(C)C)C1)F)[N+](=O)[O-]